C(C)(C)(C)CC(C(=O)O)(C1=CC=CC=C1)O tert-butyl-hydroxyphenyl-propionic acid